CN1N=CC(=C1)C 2,4-dimethyl-pyrazole